tert-butyl (S)-7-((R)-1-(2,4-difluorophenyl)-1,2,3,4-tetrahydroisoquinoline-2-carbonyl)-1,4-oxazepane-4-carboxylate FC1=C(C=CC(=C1)F)[C@@H]1N(CCC2=CC=CC=C12)C(=O)[C@@H]1CCN(CCO1)C(=O)OC(C)(C)C